2-[6-[3-(Difluoromethyl)-4-fluoro-phenyl]pyrazolo[4,3-b]pyridin-1-yl]-1-(4-pyridyl)ethanone FC(C=1C=C(C=CC1F)C=1C=C2C(=NC1)C=NN2CC(=O)C2=CC=NC=C2)F